CC([O-])C.[Ti+4].CC([O-])C.CC([O-])C.CC([O-])C titanium isopropoxide salt